C(OC(C)(C)C)(O[C@@H](C)C=1C(=NC(=CC1)N1C=NC2=C1C=CC(=C2)NC=2N=NC(=CC2)C)N2N=C(C=C2C)C#N)=O tert-butyl [(1s)-1-[2-(3-cyano-5-methyl-pyrazol-1-yl)-6-[5-[(6-methylpyridazin-3-yl)amino]benzimidazol-1-yl]-3-pyridyl]ethyl] carbonate